4-(8-(1-methyl-1H-pyrazol-4-yl)-3-tosyl-3H-pyrrolo[2,3-c]isoquinolin-1-yl)cyclohexan-1-ol CN1N=CC(=C1)C1=CC=2C3=C(N=CC2C=C1)N(C=C3C3CCC(CC3)O)S(=O)(=O)C3=CC=C(C)C=C3